4-Chloroisobenzofuran-1,3-dione ClC1=C2C(OC(C2=CC=C1)=O)=O